(E)-1-(2-methoxyethyl)-3-(2-nitrovinyl)-1H-pyrazole COCCN1N=C(C=C1)\C=C\[N+](=O)[O-]